P(=O)(OC(C(C)(C)C)Br)(OCCCl)OCCCl monobromoneopentyl di(chloroethyl) phosphate